(S)-1-(((3-butyl-5-(4-fluorophenyl)-2-methyl-7-(methylthio)-1,1-dioxido-2,3,4,5-tetrahydro-1,2,5-benzothiadiazepin-8-yl)oxy)methyl)cyclopropane-1-carboxylic acid C(CCC)[C@@H]1N(S(C2=C(N(C1)C1=CC=C(C=C1)F)C=C(C(=C2)OCC2(CC2)C(=O)O)SC)(=O)=O)C